C(C)(C)(C)OC(=O)N1CCN(CC1)C=1C=NC=C(C1Cl)F 4-(4-chloro-5-fluoropyridin-3-yl)piperazine-1-carboxylic acid tert-butyl ester